FC1=C(C=CC(=C1)I)NC=1C=NC=C2CCN(CC12)OCCO 8-(2-Fluoro-4-iodophenylamino)-2-(2-hydroxyethoxy)-3,4-dihydro-2,6-naphthyridin